3-((2-carboxyethyl)amino)-7-(thiazole-5-yl)benzo[e][1,2,4]triazine-1,4-dioxide C(=O)(O)CCNC=1N=[N+](C2=C([N+]1[O-])C=CC(=C2)C2=CN=CS2)[O-]